5-[5-[[4-(benzyloxymethyl)phenyl]carbamoyl]-2-methoxy-phenyl]-2-methyl-pyridine-3-carboxylic acid C(C1=CC=CC=C1)OCC1=CC=C(C=C1)NC(=O)C=1C=CC(=C(C1)C=1C=C(C(=NC1)C)C(=O)O)OC